N-allylaniline C=CCNC1=CC=CC=C1